BrC1=CC=C(C=C1)\C=C\C(=O)C1=CC=C(C=C1)Br (E)-4,4'-dibromochalcone